3-bromo-7-methoxy-2-(trifluoromethyl)-4H-pyrido[1,2-a]pyrimidin-4-one BrC1=C(N=C2N(C1=O)C=C(C=C2)OC)C(F)(F)F